(3R)-3-(tert-butoxycarbonylamino)-5-[(4-chlorophenyl)methyl]-8-fluoro-1,1,4-trioxo-2,3-dihydro-1λ6,5-benzothiazepine-7-carboxylic acid C(C)(C)(C)OC(=O)N[C@H]1CS(C2=C(N(C1=O)CC1=CC=C(C=C1)Cl)C=C(C(=C2)F)C(=O)O)(=O)=O